bis-[3-(butylsulfonyloxy)phenyl]urea C(CCC)S(=O)(=O)OC=1C=C(C=CC1)NC(NC1=CC(=CC=C1)OS(=O)(=O)CCCC)=O